C(C)(=O)C(C(C)=O)CCC(C)=O 3-acetylheptane-2,6-dione